3-Hydroxy-2-{[4-(trifluoromethyl)phenyl]methyl}propanenitrile OCC(C#N)CC1=CC=C(C=C1)C(F)(F)F